10-(4-(diphenylphosphoryl)phenyl)-10H-phenoxazine C1(=CC=CC=C1)P(=O)(C1=CC=CC=C1)C1=CC=C(C=C1)N1C2=CC=CC=C2OC=2C=CC=CC12